Cl.FC1=C(C=CC(=C1)F)C1=C(C(=CN1S(=O)(=O)C1=CC(=CC=C1)F)CNC)OC 1-(5-(2,4-difluorophenyl)-1-((3-fluorophenyl)sulfonyl)-4-methoxy-1H-pyrrole-3-yl)-N-methylmethanamine hydrochloride